C(C)NS(=O)(=O)C=1C(N(N=CC1)C)=O N-ethyl-2-methyl-3-oxo-2,3-dihydropyridazine-4-sulfonamide